hexanediol dibehenate C(CCCCCCCCCCCCCCCCCCCCC)(=O)OC(CCCCC)OC(CCCCCCCCCCCCCCCCCCCCC)=O